FC(C=1C=C(C=CC1)CCN)(F)F 2-(3-trifluoromethylphenyl)ethylamine